CN1N=C(C=C1C(=O)OC(C)(C)C)C(=O)OCC 5-Tert-butyl 3-ethyl 1-methyl-1H-pyrazole-3,5-dicarboxylate